ClC=1C=C(C=CC1)C1CC(OC=2CC(CC(C12)=O)(C)C)=O 4-(3-chlorophenyl)-7,7-dimethyl-4,6,7,8-tetrahydro-2H-chromene-2,5(3H)-dione